FC=1C=C(C=CC1F)N1C(=C(C=C1C)C(CN1CCCCC1)=O)C 1-(1-(3,4-Difluorophenyl)-2,5-dimethyl-1H-pyrrol-3-yl)-2-(piperidin-1-yl)ethanone